N=1C(=CN2C1C=CC=C2)C(=O)N imidazo[1,2-A]pyridine-2-carboxamide